FC1(CCC2=C1N=C(N=C2C2=CC=C(C(=O)NC)C=C2)N2[C@H]([C@@H](C2)O)C)F 4-(7,7-difluoro-2-((2S,3R)-3-hydroxy-2-methylazetidin-1-yl)-6,7-dihydro-5H-cyclopenta[d]pyrimidin-4-yl)-N-methylbenzamide